[1,1'-biphenyl]-2,3'-di-formic acid C=1(C(=CC=CC1)C(=O)O)C1=CC(=CC=C1)C(=O)O